thallabiline N1[Tl]=CC=C1C=C1C=CC(=N1)C=C1C=CC(=N1)C=C1C=CC=N1